C(C)(C)(C)OC(=O)N1C(N(C2=C1C=CC=C2)C=2C=NC(=CC2)F)=O 3-(6-Fluoropyridin-3-yl)-2-oxo-2,3-dihydro-1H-benzo[d]imidazole-1-carboxylic acid tert-butyl ester